FC1=C(C(=CC=C1)F)C1=CC=CC2=C1C(=NO2)N2C(N1[C@@H](C[C@@H](CC1)NS(=O)(=O)C)C2)=O |o1:20,22| rel-N-{(7R,8aS)-2-[4-(2,6-difluorophenyl)-1,2-benzoxazol-3-yl]-3-oxooctahydroimidazo[1,5-a]pyridin-7-yl}methanesulfonamide